BrCCCCCCCC\C=C/CCCCCCCC (Z)-1-bromooctadeca-9-ene